4-[4-(1-tert-butoxycarbonyl-4-piperidyl)phenyl]-4-cyano-pentanoic acid C(C)(C)(C)OC(=O)N1CCC(CC1)C1=CC=C(C=C1)C(CCC(=O)O)(C)C#N